1-benzyl-5-bromo-3-methyl-1,2,3,6-tetrahydropyridine C(C1=CC=CC=C1)N1CC(C=C(C1)Br)C